ClC=1C=CC(=NC1C=1C=NN2C1C=C(C=C2)Cl)N2C[C@@H](N([C@@H](C2)C)C(=O)OC(C)(C)C)C tert-butyl (2S,6R)-4-[5-chloro-6-(5-chloropyrazolo[1,5-a]pyridin-3-yl)-2-pyridyl]-2,6-dimethyl-piperazine-1-carboxylate